2-amino-1-(3-((4-fluorophenyl)amino)-8,8-dimethyl-2-(2,3,4,5-tetrafluorophenyl)-5,6-dihydroimidazo[1,2-a]pyrazin-7(8H)-yl)ethan-1-one NCC(=O)N1C(C=2N(CC1)C(=C(N2)C2=C(C(=C(C(=C2)F)F)F)F)NC2=CC=C(C=C2)F)(C)C